ClC1=CC=C2C(=C1)NC([C@]21N(C(C=2C1=C(N(C2)C=2C(=NC(=NC2)OC)OC)C(C)C)=O)C2=C(C=CC(=C2)Cl)F)=O (3S)-6-Chloro-2'-(5-Chloro-2-fluorophenyl)-5'-(2,4-dimethoxypyrimidin-5-yl)-6'-(propan-2-yl)-1,2,3',5'-tetrahydro-2'H-spiro[indol-3,1'-pyrrolo[3,4-c]pyrrol]-2,3'-dion